Cl.ClC=1C(=NOC1C1CC1)C1(CCNCC1)C 4-(4-chloro-5-cyclopropyl-1,2-oxazol-3-yl)-4-methylpiperidine hydrochloride